C(C)(C)(C)C(C(C(=O)[O-])(F)F)(CCC)NCC1=CC(=C(C=C1)C)C tert-butyl-((3,4-dimethylbenzyl) amino)-2,2-difluorohexanoate